ClC1=CC=C(C(=O)N(C2=CC=CC=C2)CC2=C(C=C(C=C2C=CC2=CC=C(C=C2)OC)OC)OC)C=C1 4-chloro-N-(2,4-dimethoxy-6-(4-methoxystyryl)benzyl)-N-phenylbenzamide